C(CCCCCCCCCCCCC)OC=1C=C(C=C(C1)OCCCCCCCCCCCCCC)CN (3,5-Bis(tetradecyloxy)phenyl)methylamine